(2-methylquinolin-6-yl)(morpholino)methanone CC1=NC2=CC=C(C=C2C=C1)C(=O)N1CCOCC1